(2R)-2-{[(benzyloxy)carbonyl]amino}-3-{3-[(tert-butoxycarbonyl)(methyl)amino]naphthalen-2-yl}propanoic acid C(C1=CC=CC=C1)OC(=O)N[C@@H](C(=O)O)CC1=CC2=CC=CC=C2C=C1N(C)C(=O)OC(C)(C)C